1-((6-(4,4-difluorocyclohexyl)-5-fluoropyridin-3-yl)methyl)-1H-pyrazole-4-carboxylic acid FC1(CCC(CC1)C1=C(C=C(C=N1)CN1N=CC(=C1)C(=O)O)F)F